FC1([C@H](CN(CC1)[C@H](C(=O)NC=1N=CN(C1)CC1=C(C=CC(=C1)F)C(F)(F)F)C)C1=CC=[N+](C=C1)[O-])F 4-((S)-4,4-difluoro-1-((S)-1-((1-(5-fluoro-2-(trifluoromethyl)benzyl)-1H-imidazol-4-yl)amino)-1-oxopropan-2-yl)piperidin-3-yl)pyridine 1-oxide